C(=O)(C=C)N1CCN(C2=CC=CC(=C12)C)C1=CC2=C(N=C(N=C2)N)N(C1=O)C1CCC(CC1)(C)O 6-(4-acryl-5-methyl-3,4-dihydroquinoxalin-1(2H)-yl)-2-amino-8-((1r,4r)-4-hydroxy-4-methylcyclohexyl)pyrido[2,3-d]pyrimidin-7(8H)-one